2-((4-(2,3-dichlorophenyl)piperazin-1-yl)(3-methoxyphenyl)methyl)phenol ClC1=C(C=CC=C1Cl)N1CCN(CC1)C(C1=C(C=CC=C1)O)C1=CC(=CC=C1)OC